(S)-4-amino-N-(6-((1-(difluoromethyl)cyclopropyl)ethynyl)-2,3-dihydrobenzofuran-3-yl)-N-methylimidazo[1,5-a]quinoxaline-8-carboxamide NC=1C=2N(C3=CC(=CC=C3N1)C(=O)N(C)[C@@H]1COC3=C1C=CC(=C3)C#CC3(CC3)C(F)F)C=NC2